ClC1=CC=C2[C@@]3(C(N(C2=C1)C=1C(=NOC1C)C)=O)CC1=CC=C(C=C1C3)C(=O)O 6'-chloro-r-(3,5-dimethylisoxazol-4-yl)-2'-oxo-1,3-dihydro-spiro[indene-2,3'-indoline]-5-carboxylic acid